OC1=C(C(=CC(=C1)C(C)(CCCCCC)C)O)[C@@H]1C=C(CC[C@H]1C(=C)C)C(=O)O (1R,6R)-2',6'-dihydroxy-4'-(2-methyloctan-2-yl)-6-(prop-1-en-2-yl)-1,4,5,6-tetrahydro-[1,1'-biphenyl]-3-carboxylic acid